C1(=CC=C(C=C1)[Si](OCC)(OCC)C1=CC=C(C=C1)C)C bis-p-tolyldiethoxysilane